N-(2-Amino-4-((4-(trifluoromethyl)benzyl)amino)phenyl)octanamid NC1=C(C=CC(=C1)NCC1=CC=C(C=C1)C(F)(F)F)NC(CCCCCCC)=O